tert-butyl (4-(5-chlorothieno[3,2-b]pyridin-3-yl)pyridin-2-yl)-carbamate ClC1=CC=C2C(=N1)C(=CS2)C2=CC(=NC=C2)NC(OC(C)(C)C)=O